4',6,7-tris-hydroxyisoflavone OC1=CC=C(C2=COC3=CC(=C(C=C3C2=O)O)O)C=C1